BrC1=CC(=C(C=C1)C(C)=O)S 1-(4-bromo-2-mercaptophenyl)ethan-1-one